(2-(benzyloxy)-5-bromophenyl)(imino)(methyl)-λ6-sulfanone C(C1=CC=CC=C1)OC1=C(C=C(C=C1)Br)S(=O)(C)=N